C(C)(C)(C)OC(=O)N1CCC(CC1)C1=CC(=C(C=C1)F)OCC1=CC=C2C=NN(C2=C1)C 4-(4-Fluoro-3-((1-methyl-1H-indazol-6-yl)methoxy)phenyl)piperidine-1-carboxylic acid tert-butyl ester